4-(aminomethyl)-N-(4,4-difluorocyclohexyl)-6-(4-methylthiazol-2-yl)pyridin-2-amine NCC1=CC(=NC(=C1)C=1SC=C(N1)C)NC1CCC(CC1)(F)F